BrC1=C(C=C(C=C1OC)O)\C=C\C1=CC(=C(C=C1)O)OC (E)-4-bromo-3-(4-hydroxy-3-methoxystyryl)-5-methoxyphenol